4-{N-[(2-chloroquinolin-7-yl)methyl]-3-(pyridin-4-yl)propanamido}-1-methyl-1H-pyrazole-3-carboxylic acid ClC1=NC2=CC(=CC=C2C=C1)CN(C(CCC1=CC=NC=C1)=O)C=1C(=NN(C1)C)C(=O)O